NC1=NC=2C=CC(=CC2C2=C1[C@@H](OC2)C)C(=O)O (S)-4-amino-3-methyl-1,3-dihydrofurano[3,4-c]quinolin-8-carboxylic acid